NC1=NC=2C=C(C=CC2C2=C1COC2)CN(C(=O)C=2C=NC(=CC2)C(F)(F)F)C2=C(C=C(C=C2)F)S(=O)(=O)C N-({4-amino-1H,3H-furo[3,4-c]quinolin-7-yl}methyl)-N-(4-fluoro-2-methanesulfonylphenyl)-6-(trifluoromethyl)pyridine-3-carboxamide